di-tert-butyl ((5-(7-chloro-1-(3,4-difluoro-2-methylphenyl)-6-fluoro-4-oxo-1,4-dihydroquinazolin-3(2H)-yl)-6-methyl-2-oxopyridin-1(2H)-yl)methyl) phosphate P(=O)(OC(C)(C)C)(OC(C)(C)C)OCN1C(C=CC(=C1C)N1CN(C2=CC(=C(C=C2C1=O)F)Cl)C1=C(C(=C(C=C1)F)F)C)=O